(E)-3-(2-((Cyclopropylmethyl)thio)-6-(trifluoromethyl)pyridin-3-yl)-N-(2-oxo-2,3-dihydro-1H-benzo[d]imidazol-4-yl)acrylamid C1(CC1)CSC1=NC(=CC=C1/C=C/C(=O)NC1=CC=CC=2NC(NC21)=O)C(F)(F)F